C(C=CCCCCC(=O)O)(=O)O 2-octene-1,8-dioic acid